2-[1-[2,6-difluoro-4-(6-isopropoxypyrazin-2-yl)phenyl]-4-piperidinyl]acetic acid FC1=C(C(=CC(=C1)C1=NC(=CN=C1)OC(C)C)F)N1CCC(CC1)CC(=O)O